C1(=CC=CC=C1)C=1NC2=C(C1)C=C(C=C2)C 2-phenyl-5-methylbenzoAzole